ClC1=NC=CC(=C1)C(=O)C1=NN=CN1C (2-chloropyridin-4-yl)(4-methyl-4H-1,2,4-triazol-3-yl)methanone